FC=1C=2N(C=C(C1)NC(=O)C=1C=CC(=C3N=CC=NC13)N1CC3N(C(C1)C3)C(=O)OC(C)(C)C)C=C(N2)C tert-butyl 3-[8-[(8-fluoro-2-methyl-imidazo[1,2-a]pyridin-6-yl)carbamoyl]quinoxalin-5-yl]-3,6-diazabicyclo[3.1.1]heptane-6-carboxylate